5-(4-aminopiperazin-1-yl)-6-methyl-2,3-dihydro-1,4-benzodioxine NN1CCN(CC1)C1=C(C=CC=2OCCOC21)C